(2R,3R,4S,5R,6R)-2-fluoro-6-(hydroxymethyl)tetrahydro-2H-pyran-3,4,5-triol F[C@H]1O[C@@H]([C@@H]([C@@H]([C@H]1O)O)O)CO